4-Chloro-2-{6-oxo-8-thia-5-azatricyclo[7.4.0.02,7]trideca-1(9),2(7)-dien-5-yl}pyridine-3-carbaldehyde ClC1=C(C(=NC=C1)N1CCC=2C=3CCCCC3SC2C1=O)C=O